1,2,4-triazole bromine [Br].N1N=CN=C1